COC1=C(C=CC=C1)C1=NC=CC(=N1)COC1=C(C=CC=C1)C(C(=O)[O-])C 2-{([2-(2-methoxyphenyl)pyrimidin-4-yl]methoxy)phenyl}propanoate